C1(=C(C(=CC(=C1)C)C)[I+]C1=C(C=C(C=C1C)C)C)C dimesityliodonium